3-phenyl-N-(3-(trifluoromethyl)phenyl)-propionamide C1(=CC=CC=C1)CCC(=O)NC1=CC(=CC=C1)C(F)(F)F